CCCCCCCC/C=C\CCCCCCCC(=O)O[C@H](CO)COP(=O)([O-])OCC[N+](C)(C)C 2-(9Z-octadecenoyl)-sn-glycero-3-phosphocholine